N-(6-((8-chloro-3-methyl-1,5-dioxo-3-(trifluoromethyl)-1,2,3,5-tetrahydroimidazo[1,5-a]pyridin-6-yl)amino)pyrimidin-4-yl)cyclopropanecarboxamide ClC1=C2N(C(C(=C1)NC1=CC(=NC=N1)NC(=O)C1CC1)=O)C(NC2=O)(C(F)(F)F)C